(12S)-13-benzyl-12-cyclopropyl-7-[8-ethyl-7-fluoro-3-(methoxymethoxy)-1-naphthyl]-6-fluoro-3-methylsulfonyl-10-oxa-2,4,8,13-tetrazatricyclo[7.4.1.05,14]tetradeca-1,3,5,7,9(14)-pentaene C(C1=CC=CC=C1)N1[C@H](COC=2N=C(C(=C3N=C(N=C1C32)S(=O)(=O)C)F)C3=CC(=CC2=CC=C(C(=C32)CC)F)OCOC)C3CC3